N-(4-(4-cyclopropylpiperidin-1-yl)phenyl)-4-((8-methyl-2,3-dihydro-1H-pyrido[2,3-b][1,4]oxazin-7-yl)amino)-2-oxo-1,2-dihydropyridine-3-carboxamide C1(CC1)C1CCN(CC1)C1=CC=C(C=C1)NC(=O)C=1C(NC=CC1NC1=C(C2=C(OCCN2)N=C1)C)=O